N[C@@H]1[C@H]([C@H]([C@H](OC1)CO)O)O (2R,3R,4R,5S)-5-amino-2-(hydroxymethyl)tetrahydro-2H-pyran-3,4-diol